N-[7-[4-[[4-[(2,6-dioxo-3-piperidyl)amino]phenyl]methyl]piperazin-1-yl]heptyl]-5-[rac-(2R)-2-(2,5-difluorophenyl)pyrrolidin-1-yl]pyrazolo[1,5-a]pyrimidine-3-carboxamide O=C1NC(CCC1NC1=CC=C(C=C1)CN1CCN(CC1)CCCCCCCNC(=O)C=1C=NN2C1N=C(C=C2)N2[C@H](CCC2)C2=C(C=CC(=C2)F)F)=O |r|